5-((tert-butyldimethylsilyl)oxy)-2-methyl-4-(4-phenoxy-7H-pyrrolo[2,3-d]pyrimidin-7-yl)cyclopentanol ethyl-2-(2-ethoxy-2-oxoethyl)-6-methoxynicotinate C(C)C=1C(=NC(=C(C(=O)OC2C(CC(C2O[Si](C)(C)C(C)(C)C)N2C=CC3=C2N=CN=C3OC3=CC=CC=C3)C)C1)CC(=O)OCC)OC